ClC1=NC=CC=C1N1C(NC(C2=CC=C(C=C12)C1CC1)=O)=O 1-(2-chloropyridin-3-yl)-7-cyclopropylquinazolin-2,4(1H,3H)-dione